rel-3-chloro-4-[(3,5-difluoropyridin-2-yl)methoxy]-2'-[2-(1-hydroxycyclobutyl)pyrimidin-4-yl]-5',6-dimethyl-[1,4'-bipyridin]-2-one ClC=1C(N(C(=CC1OCC1=NC=C(C=C1F)F)C)C1=CC(=NC=C1C)C1=NC(=NC=C1)C1(CCC1)O)=O